nonacosenoic acid C(C=CCCCCCCCCCCCCCCCCCCCCCCCCCC)(=O)O